C(O)(O)=O.FC(C(C=C)(C)F)F 1,1,2-trifluoro-2-methyl-butene carbonate